CC1C=C(C=2C(=CC=CC12)C(=O)N)C 1,3-dimethyl-1H-inden-4-carboxamide